C(C)OC(=O)[C@@H]1NC2=CC=CC=C2C1 |r| racemic-indoline-2-carboxylic acid ethyl ester